6-chloro-1-methyl-2-(2-methylpyrimidin-4-yl)pyrrolo[3,2-c]pyridine ClC1=CC2=C(C=N1)C=C(N2C)C2=NC(=NC=C2)C